CC=1C=CN=NC1N1CC=2C=C(C=NC2CC1)C=1C=NC=CC1C 5-methyl-6-(3-(4-methylpyridin-3-yl)-7,8-dihydro-1,6-naphthyridin-6(5H)-yl)pyridazine